3-(4-Fluorophenyl)-1-[4-(4-hydroxybutoxy)phenyl]prop-2-en-1-one FC1=CC=C(C=C1)C=CC(=O)C1=CC=C(C=C1)OCCCCO